N1=CC=C(C=C1)C1=CC2=C(CC3(CCNCC3)O2)C=C1 6-(pyridin-4-yl)-3H-spiro[benzofuran-2,4'-piperidine]